NC(=O)C1=C(C=CC=C1)B(O)O 2-aminocarbonylphenyl-boronic acid